1,1,2,3,3,3-hexafluoropropene oxide FC1(C(C(F)(F)F)(F)O1)F